C(C1=CC=CC=C1)(=O)CC(C)=O.C(C1=CC=CC=C1)(=O)CC(C)=O.[Zn] zinc bis(benzoylacetone)